C(C1CO1)N1C(N(C(N(C1=O)CC1CO1)=O)CC1CO1)=O tris-(2,3-epoxypropyl)-1,3,5-triazine-2,4,6-trione